C1(=CC=CC=C1)CC(=O)NC=1SC2=C(N1)C=CC(=C2)N(C(=O)NC2=CC=C(C=C2)C(F)(F)F)CCN2CCOCC2 (2-Phenylacetamidobenzo[d]thiazol-6-yl)-1-[2-(4-morpholinyl)ethyl]-3-(4-trifluoromethylphenyl)urea